germanium-selenium nitrogen (S)-6-(2-(4-acetylpiperazin-1-yl)pyrimidin-5-yl)-3-(2-(difluoromethoxy)phenyl)-2,3-dihydropyrazolo[1,2-a]indazol-9(1H)-one C(C)(=O)N1CCN(CC1)C1=NC=C(C=N1)C=1C=CC=2C(N3N(C2C1)[C@@H](CC3)C3=C(C=CC=C3)OC(F)F)=O.[N].[Se].[Ge]